CC1=C(CN)C=CC(=C1)C 2,4-Dimethylbenzylamine